ClC1=NC=C(C=N1)NC1=NC=CC2=CC(=CC=C12)OC1CC(CCC1)O 3-((1-((2-chloropyrimidin-5-yl)amino)isoquinolin-6-yl)oxy)cyclohexan-1-ol